ClC=1C2=C(N=CN1)SC(=C2I)I 4-chloro-5,6-diiodothieno[2,3-d]pyrimidine